benzoin toluensulfonate C(C1=CC=CC=C1)S(=O)(=O)O.C1(=CC=CC=C1)C(=O)C(O)C1=CC=CC=C1